OCC1=C(C=C(C=C1)N[C@@H](CCCN)C(=O)N)CCS(=O)(=O)[O-] [4-(hydroxymethyl)-3-(2-sulfonatoethyl)phenyl]-L-ornithinamide